O.O.[O-2].[Ca+2] calcium oxide, dihydrate